diisopropyl-(naphthalene-2-ylsulfanyl)phosphine C(C)(C)P(SC1=CC2=CC=CC=C2C=C1)C(C)C